C[C@@H]1[C@@H](CC[C@H](C1)C(=O)OC)C(=O)OC(C)(C)C 1-(tert-butyl) 4-methyl (1R,2S,4R)-2-methylcyclohexane-1,4-dicarboxylate